N-(3''-(4-(tert-butyl)piperazin-1-yl)-3-chloro-5'-fluoro-2'-hydroxy-[1,1':3',1''-terphenyl]-4-yl)acetamide C(C)(C)(C)N1CCN(CC1)C=1C=C(C=CC1)C=1C(=C(C=C(C1)F)C1=CC(=C(C=C1)NC(C)=O)Cl)O